ClC=1C=NN2C1N=C(C=C2N[C@@H]2C[C@H](CC2)N)\C(=C\C)\CC (1S,3S)-N3-[3-chloro-5-[(E)-1-ethylprop-1-enyl]pyrazolo[1,5-a]pyrimidin-7-yl]cyclopentane-1,3-diamine